ClC=1C=C(C(=O)NC2CC2)C=CC1C=1N(C2=NC=NC(=C2N1)OC1(CC1)C)CC1=NC=CC(=C1)C 3-chloro-N-cyclopropyl-4-(6-(1-methylcyclopropoxy)-9-((4-methylpyridin-2-yl)methyl)-9H-purin-8-yl)benzamide